N-(5-nitro-4-(trifluoromethyl)thiazol-2-yl)acetamide [N+](=O)([O-])C1=C(N=C(S1)NC(C)=O)C(F)(F)F